CC1=NN2C(C=CC=C2)=C1C=O (2-methylpyrazolo[1,5-a]pyridin-3-yl)methanone